C(C)(=O)OC1=C2C(=CNC2=CC=C1)C(C(=O)N1CCC1)=O 3-(2-(azetidin-1-yl)-2-oxoacetyl)-1H-indol-4-yl acetate